(3S)-1-(2,2-dimethoxyethan-1-yl)-2,3,4,9-tetrahydro-beta-carboline-3-carboxylic acid COC(CC1N[C@@H](CC=2C3=CC=CC=C3NC12)C(=O)O)OC